Homoveratric Acid C(CC1=CC(OC)=C(OC)C=C1)(=O)O